C(CC)C1=CC=C(C=C1)CC[Mg]Br 2-(4-propylphenyl)ethylmagnesium bromide